4-[4-[tert-butoxycarbonyl(cyclopropyl)amino]-1-piperidyl]-2-[[tert-butyl(dimethyl)silyl]oxymethyl]-pyrazolo[1,5-a]pyridine-7-carboxylic acid C(C)(C)(C)OC(=O)N(C1CCN(CC1)C=1C=2N(C(=CC1)C(=O)O)N=C(C2)CO[Si](C)(C)C(C)(C)C)C2CC2